cyclopropylmethyl (3-(imidazo[4,5-d]pyrrolo[2,3-b]pyridin-1(6H)-yl)bicyclo[1.1.1]pentan-1-yl)carbamate N1(C=NC=2C1=C1C(=NC2)NC=C1)C12CC(C1)(C2)NC(OCC2CC2)=O